CC1=C(C(=CC=C1)C)C1=CC(OC2=CC(=CC=C12)N(CCC(=O)O)C)=O 3-((4-(2,6-dimethylphenyl)-2-oxo-2H-chromen-7-yl)(methyl)amino)propanoic acid